C(C1=CC=CC=C1)OC(=O)[C@@H]1OC1 (2R)-oxirane-2-carboxylic acid benzyl ester